N-ethyl-5-fluoro-2-(6-{1-[(3R)-6-[4-(2-hydroxyethyl)piperazin-1-yl]-2-methylhexan-3-yl]azetidin-3-yl}-3-methylimidazo[1,5-a]pyridin-8-yl)-N-(isopropyl)benzamide C(C)N(C(C1=C(C=CC(=C1)F)C=1C=2N(C=C(C1)C1CN(C1)[C@@H](C(C)C)CCCN1CCN(CC1)CCO)C(=NC2)C)=O)C(C)C